(2R,3R,4R,5R)-2-((bis(4-methoxyphenyl) (phenyl)methoxy)methyl)-4-fluoro-5-(6-(N-methylbenzamido)-9H-purin-9-yl)tetrahydrofuran-3-yl(2-cyanoethyl)diisopropylphosphoramidite COC1=CC=C(C=C1)C(OC[C@H]1O[C@H]([C@@H]([C@@H]1OP([O-])N(C(C)(C)CCC#N)C(C)C)F)N1C2=NC=NC(=C2N=C1)N(C(C1=CC=CC=C1)=O)C)(C1=CC=CC=C1)C1=CC=C(C=C1)OC